(1R,2R)-N-(6-(4-chloropyridin-3-yl)pyrimidin-4-yl)-2-fluorocyclopropane-1-carboxamide ClC1=C(C=NC=C1)C1=CC(=NC=N1)NC(=O)[C@@H]1[C@@H](C1)F